C(C)OC(C(C)(C)OC1=C(C=C(C=C1C)CN1C=NN(C1=O)C1=CC=C(C=C1)S(=O)(=O)C)C)=O 2-(2,6-dimethyl-4-((1-(4-(methylsulfonyl)phenyl)-5-oxo-1,5-dihydro-4H-1,2,4-triazol-4-yl)methyl)phenoxy)-2-methylpropanoic acid ethyl ester